C1(=CC=CC2=CC=CC=C12)C1=C2C(=C(C(=C(C2=C(C=2C(=C(C(=C(C12)[2H])C1=CC=CC2=CC=CC=C12)[2H])[2H])[2H])[2H])[2H])[2H])[2H] bis(1-naphthyl)anthracene-1,3,4,5,6,7,8,10-d8